1,3-dihydroimidazo[4,5-c]quinolin-2-one N1C(NC=2C=NC=3C=CC=CC3C21)=O